C(#N)C1(CC1)NS(=O)(=O)C=1C=C(C=2N(C1)C(=NC2)C=2SC(=NN2)C(F)F)N2C[C@@H](N(CC2)C(C(C)C)=O)C (S)-N-(1-cyanocyclopropyl)-3-(5-(difluoromethyl)-1,3,4-thiadiazol-2-yl)-8-(4-isobutyryl-3-methylpiperazin-1-yl)imidazo[1,5-a]pyridine-6-sulfonamide